benzyl (2S)-2-(cyanomethyl)-4-[7-(8-methyl-1-naphthyl)-6,8-dihydro-5H-pyrido[3,4-d]pyrimidin-4-yl]piperazine-1-carboxylate C(#N)C[C@@H]1N(CCN(C1)C=1C2=C(N=CN1)CN(CC2)C2=CC=CC1=CC=CC(=C21)C)C(=O)OCC2=CC=CC=C2